CN1CCC(CC1)NC=1C=CC=C2CCNCC12 N-(1-Methylpiperidin-4-yl)-1,2,3,4-tetrahydroisoquinolin-8-amine